COC=1C=C2CCNC(C2=CC1NC1=NC=C(C(=N1)NCCCN1C(CCCC1)=O)C(F)(F)F)=O 6-Methoxy-7-[[4-[3-(2-oxo-1-piperidyl)propylamino]-5-(trifluoromethyl)pyrimidin-2-yl]amino]-3,4-dihydro-2H-isoquinolin-1-one